C(C)(=O)NC[C@@H](C)C1=CC=C(C=C1)NC1=NC=NC2=CC(=C(C=C12)O)OC (S)-4-[4-(2-acetylamino-1-methylethyl)phenylamino]-6-hydroxy-7-methoxyquinazoline